C(C)(C)(C)OC(=O)N1CCC(CC1)(F)[C@H](C(F)F)N[S@@](=O)C(C)(C)C 4-[(1R)-2,2-difluoro-1-{[(S)-2-methylpropan-2-sulfinyl]amino}ethyl]-4-fluoropiperidine-1-carboxylic acid tert-butyl ester